1,3-dihydroxypropylamine OC(CCO)N